tert-butyl 5-(6-(cyclopropanecarboxamido)-1H-pyrrolo[2,3-b]pyridin-4-yl)-3,4-dihydropyridine-1(2H)-carboxylate C1(CC1)C(=O)NC1=CC(=C2C(=N1)NC=C2)C=2CCCN(C2)C(=O)OC(C)(C)C